(2-(((S)-7-methoxy-5-oxo-2,3,5,11a-tetrahydro-1H-benzo[e]pyrrolo[1,2-a][1,4]diazepin-8-yl) oxy) ethyl) phosphite P(OCCOC=1C(=CC2=C(N=C[C@H]3N(C2=O)CCC3)C1)OC)([O-])[O-]